1-{4-[1-sec-butyl-7-((R)-1-quinolin-3-yl-ethylamino)-2H-pyrazolo[4,3-d]pyrimidin-5-yl]-piperazin-1-yl}-ethanone C(C)(CC)N1NCC=2N=C(N=C(C21)N[C@H](C)C=2C=NC1=CC=CC=C1C2)N2CCN(CC2)C(C)=O